CNC1=NC=C(C=C1)C=CC=CC=1SC2=C(N1)C=CC(=C2)O 2-(4-(2-(methylamino)pyridin-5-yl)-1,3-buta-dien-1-yl)benzothiazol-6-ol